S-ethyl (S)-2-((tert-butoxycarbonyl)amino)hexanethioate C(C)(C)(C)OC(=O)N[C@H](C(SCC)=O)CCCC